NC1=NC(=C(C=C1C=1C=C2CCNC(C2=CC1)=O)C1=CC=C(C=C1)N1CCN(CC1)CCC1C(C1)(F)F)F 6-(2-amino-5-(4-(4-(2-(2,2-difluorocyclopropyl)ethyl)piperazin-1-yl)phenyl)-6-fluoropyridin-3-yl)-3,4-dihydroisoquinolin-1(2H)-one